ClC=1C=C(C=CC1Cl)N1N=C(CC1)NC(CN1C(CNCC1=O)C)=O N-(1-(3,4-dichlorophenyl)-4,5-dihydro-1H-pyrazol-3-yl)-2-(2-methyl-6-oxopiperazin-1-yl)acetamide